C(C)C1N(C(C2=CC(=C(C=C12)F)OC)=O)C1=NC(=NC=C1F)C1=NC=CC=N1 3-ethyl-5-fluoro-2-(5-fluoro-[2,2'-bipyrimidin]-4-yl)-6-methoxyisoindolin-1-one